NC=1C=C(C=CC1)C1C(CN(CC1)C(=O)OC(C)(C)C)(F)F tert-butyl 4-(3-aminophenyl)-3,3-difluoro-piperidine-1-carboxylate